L-prolinic acid N1[C@@H](CCC1)C(=O)O